N1(C=NC=C1)CC1=CC(=C2CCN(C(C2=C1)=O)C1=CC=NC2=C(N=C(C=C12)CC)COC)C=1C(=NN(C1)C)C(F)(F)F 7-((1H-Imidazol-1-yl)methyl)-2-(6-ethyl-8-(methoxymethyl)-1,7-naphthyridin-4-yl)-5-(1-methyl-3-(trifluoromethyl)-1H-pyrazol-4-yl)-3,4-dihydroisoquinolin-1(2H)-one